C(=O)O.C(#N)C=1C(=NC=C(C1C1=CC(=C(C=C1)C#N)F)C1=CC(=C(C=C1)OC)O)N1CCC(CC1)NC(C)(C)C1=CC=C(C=C1)/C=C/C(=O)NO (E)-3-(4-(2-((1-(3-Cyano-4-(4-cyano-3-fluorophenyl)-5-(3-hydroxy-4-methoxyphenyl)pyridin-2-yl)piperidin-4-yl)amino)propan-2-yl)phenyl)-N-hydroxyacrylamide formate